3-methyl-1-oxobutan-2-carboxylic acid CC(C(C=O)C(=O)O)C